Tert-Butyl 3-(4,4,5,5-tetramethyl-1,3,2-dioxaborolan-2-yl)-6-(trifluoromethyl)-1H-pyrrolo[2,3-b]pyridine-1-carboxylate CC1(OB(OC1(C)C)C1=CN(C2=NC(=CC=C21)C(F)(F)F)C(=O)OC(C)(C)C)C